NC1=NC=NN2C1=C(C=C2C=2C=C(C(=NC2)OC)C(=O)N[C@@H]2CN(C[C@@H]2F)S(=O)(=O)CCC(F)(F)F)C(F)(F)F 5-[4-amino-5-(trifluoromethyl)pyrrolo[2,1-f][1,2,4]triazin-7-yl]-N-[(3R,4S)-4-fluoro-1-(3,3,3-trifluoropropanesulfonyl)pyrrolidin-3-yl]-2-methoxypyridine-3-carboxamide